Ethyl (S)-2-(((((2R,3S,4R,5R)-5-(4-aminopyrrolo[2,1-f][1,2,4]triazin-7-yl)-5-cyano-3,4-dihydroxytetrahydrofuran-2-yl)methoxy)carbonyl)oxy)propanoate NC1=NC=NN2C1=CC=C2[C@]2([C@@H]([C@@H]([C@H](O2)COC(=O)O[C@H](C(=O)OCC)C)O)O)C#N